ClC=1C=C(C=CC1)C1=NN(C(=C1C=O)C1=CC=C(C=C1)OC)C1=CC=C(C=C1)OC (3-chlorophenyl)-1,5-bis(4-methoxyphenyl)-1H-pyrazole-4-carbaldehyde